FC1=CC=C(C=C1)N1COC(=N1)C(F)(F)F 3-(4-fluorophenyl)-5-trifluoromethyl-1,3,4-oxadiazole